3-[3-[[(1R)-1-[3,6-Dimethyl-2-(2-methylindazol-5-yl)-4-oxo-chromen-8-yl]ethyl]amino]-2-pyridyl]-4H-1,2,4-oxadiazol-5-one CC1=C(OC2=C(C=C(C=C2C1=O)C)[C@@H](C)NC=1C(=NC=CC1)C1=NOC(N1)=O)C1=CC2=CN(N=C2C=C1)C